C(C)(C)(C)C=1C=CC=C2C(=C(NC12)C(=O)O)C1=CC=C(C=C1)C(N(C)C)=O 7-(tert-butyl)-3-(4-(dimethylcarbamoyl)phenyl)-1H-indole-2-carboxylic acid